FC(C(C(C(C(C(C(C(C(F)(F)F)(F)F)(F)F)(F)F)(F)F)(F)F)(F)F)=O)(F)F perfluorononanone